((4-Bromo-3,5-difluorobenzyl)oxy)(tert-butyl)dimethylsilane BrC1=C(C=C(CO[Si](C)(C)C(C)(C)C)C=C1F)F